O[C@@]1(C(N(CC1)C)=O)C1=CC(=NO1)C=1C=C(C=CC1)C=1N=C(C2=C(N1)C=CN2S(=O)(=O)C2=CC=C(C)C=C2)C(=O)[O-] (R)-2-(3-(5-(3-hydroxy-1-methyl-2-oxopyrrolidin-3-yl) isoxazol-3-yl) phenyl)-5-tosyl-5H-pyrrolo[3,2-d]pyrimidine-4-carboxylate